1,3-bis(3-oxetanylmethyl)benzene O1CC(C1)CC1=CC(=CC=C1)CC1COC1